tert-butyl (cis-3-(hydroxymethyl)-cyclobutyl)carbamate OC[C@H]1C[C@H](C1)NC(OC(C)(C)C)=O